N1(N=CC=C1)CC1=C(C=C(C(=O)OC2=C(C(=C(C(=C2F)F)F)F)F)C=C1)OC(F)(F)F Perfluorophenyl 4-((1H-pyrazol-1-yl)methyl)-3-(trifluoromethoxy)benzoate